(S)-3-(9-bromo-5,6-dihydrobenzo[f]imidazo[1,2-d][1,4]oxazepin-2-yl)-4-(difluoromethyl)oxazolidin-2-one iron (iii) acrylate C(C=C)(=O)[O-].[Fe+3].BrC1=CC2=C(C=3N(CCO2)C=C(N3)N3C(OC[C@H]3C(F)F)=O)C=C1.C(C=C)(=O)[O-].C(C=C)(=O)[O-]